CC1=C(C=CC=C1)CN1C(CCC1=O)CC(=O)NS(=O)(=O)C 2-[1-[(2-methylphenyl)methyl]-5-oxopyrrolidin-2-yl]-N-methylsulfonylacetamide